F[C@@H]1[C@@H](C1)C(=O)NC1=NC=C(C(=O)NC([2H])([2H])[2H])C(=C1)NC=1C=NN2C1C(=C(C=C2)[C@@H](C(F)(F)F)O)OC |o1:30| 6-((1S,2S)-2-fluorocyclopropane-1-carboxamido)-4-((4-methoxy-5-((S*)-2,2,2-trifluoro-1-hydroxyethyl)pyrazolo[1,5-a]pyridin-3-yl)amino)-N-(methyl-d3)nicotinamide